FC(C(=O)O)(F)F.NC1=NC=CC(=C1)C[C@@H]1[C@H](N(C1=O)C(N[C@H](C)C1CCCCC1)=O)C(=O)O (2S,3R)-3-[(2-aminopyridin-4-yl)methyl]-1-{[(1R)-1-cyclohexylethyl]carbamoyl}-4-oxoazetidine-2-carboxylic acid trifluoroacetate salt